C(C=C)OC(=O)N1CCC(C1)(F)F 4,4-difluoropyrrolidine-1-carboxylic acid allyl ester